diazaThietane N1NSC1